CNC1=NC(=NC=C1C(F)(F)F)NC1=CC=C2C=NN(C2=C1)CC#N 2-(6-((4-(methylamino)-5-(trifluoromethyl)pyrimidin-2-yl)amino)-1H-indazol-1-yl)acetonitrile